N-(2-(3,3-Difluorocyclopentyl)ethyl)-4-(4-(1-methylazetidin-3-yl)piperazin-1-yl)-1H-benzo[d]imidazole-1-carboxamide FC1(CC(CC1)CCNC(=O)N1C=NC2=C1C=CC=C2N2CCN(CC2)C2CN(C2)C)F